bis(2-hydroxyethoxy)-5,5'-bis(2-naphthyl)-1,1'-binaphthyl OCCOC=1C(=C(C2=CC=CC(=C2C1)C1=CC2=CC=CC=C2C=C1)C1=CC=CC2=C(C=CC=C12)C1=CC2=CC=CC=C2C=C1)OCCO